BrCCOC 2-Bromoethyl-methylether